(S)-4-bromo-N-(2-chloro-6-fluorophenyl)-5-fluoro-2-((1,1,1-trifluoropropan-2-yl)oxy)benzamide BrC1=CC(=C(C(=O)NC2=C(C=CC=C2F)Cl)C=C1F)O[C@H](C(F)(F)F)C